ClC1=CC=C(C=C1)C=1N=C2N(C=CC=C2)C1CN1C2CN(CC1CC2)C(=O)C2=C(C=CC=C2)C (8-{[2-(4-Chlorophenyl)imidazo[1,2-a]pyridin-3-yl]methyl}-3,8-diazabicyclo[3.2.1]oct-3-yl)-(2-methylphenyl)methanon